BrC1=CC(=C2CN(C(C2=C1)=O)C1C(NC(CC1)=O)=O)OCC 3-(6-bromo-4-ethoxy-1-oxoisoindolin-2-yl)piperidine-2,6-dione